6-{4-[(5-oxo-1,2,3,4,5,6-hexahydrobenzo[h][1,6]naphthyridine-8-yl)methyl]piperazin-1-yl}nicotinonitrile O=C1C=2CCCNC2C2=C(N1)C=C(C=C2)CN2CCN(CC2)C2=NC=C(C#N)C=C2